CC1=[N+](C=CC(=C1)C)[O-] 2,4-dimethylpyridine 1-oxide